4-amino-6-tert-butyl-4,5-dihydro-3-methylthio-1,2,4-triazin-5-one NN1C(=NN=C(C1=O)C(C)(C)C)SC